N-(2-(1-methyl-1H-indol-3-yl)-2-(piperidin-1-yl)ethyl)-1H-indole-6-sulfonamide CN1C=C(C2=CC=CC=C12)C(CNS(=O)(=O)C1=CC=C2C=CNC2=C1)N1CCCCC1